OC1=C(C(=C(C(=C1C(C(=O)[O-])C)O)O)O)O.[K+] potassium pentahydroxyphenylpropionate